Abieta-8,12-diene CC(C)C1=CCC2=C(C1)CCC3[C@@]2(CCCC3(C)C)C